(2-bromo-4-iodo-5-methoxyphenyl)(methyl)sulfane BrC1=C(C=C(C(=C1)I)OC)SC